ClC=1C=C(C=CC1N1C(N(CC1)C)=O)C1=C(C(=CC(=C1)F)C=1C=C(C(=NC1)NC(C)=O)N1CCNCC1)O N-(5-(3'-chloro-5-fluoro-2-hydroxy-4'-(3-methyl-2-oxoimidazolidin-1-yl)-[1,1'-biphenyl]-3-yl)-3-(piperazin-1-yl)pyridin-2-yl)acetamide